NC=1N=C2C(=CC=NC2=CC1OC)OC1=C(C=C(C=C1)NC(=O)C1=CN(C(=C(C1=O)C1=CC=C(C=C1)F)C)C(C)C)F N-[4-[(6-amino-7-methoxy-1,5-naphthyridin-4-yl)oxy]-3-fluorophenyl]-5-(4-fluorophenyl)-6-methyl-4-oxo-1-propan-2-ylpyridine-3-carboxamide